C(#N)CNC(C1=CC=C(C=C1)C1=NC(=NC=C1F)NC=1C=NN(C1)CC#N)=O N-(cyanomethyl)-4-(2-((1-(cyanomethyl)-1H-pyrazol-4-yl)amino)-5-fluoropyrimidin-4-yl)benzamide